COC1=NC=C(C(=N1)C)CCN(C)C 2-(2-methoxy-4-methylpyrimidin-5-yl)-N,N-dimethylethylamine